ClC1=C(C=C(C=2C3=C(NC12)CCN(C3C)C(=O)C3=NC=C(C=N3)OC)OC(F)F)Cl (6,7-dichloro-9-(difluoromethoxy)-1-methyl-1,3,4,5-tetrahydro-2H-pyrido[4,3-b]indol-2-yl)(5-methoxypyrimidin-2-yl)methanone